octane-3,5-diol CCC(CC(CCC)O)O